FC1=C(COC2=CC=3C[C@@H]4[C@H](C3C=C2)[C@H]4C(=O)OCC)C=C(C=C1)C=1C(=NC(=CC1)N1CCC(CC1)CS(=O)(=O)C)C (1S,1aS,6aR)-4-((2-fluoro-5-(2-methyl-6-(4-((methylsulfonyl)methyl)piperidin-1-yl)pyridin-3-yl)benzyl)oxy)-1,1a,6,6a-tetrahydrocyclopropa[a]indene-1-carboxylic acid, ethyl ester